2-methyl-N-[(1E)-(1-methylpyrazol-4-yl)methylidene]propane-2-sulfinamide CC(C)(C)S(=O)/N=C/C=1C=NN(C1)C